OC(CC1=CC=C(C=C1)CC1=CC=C(C=C1)C(C(C)(C)O)=O)(C)C 2-hydroxy-1-(4-(4-(2-hydroxy-2-methylpropanoyl)benzyl)phenyl)-2-methylpropan